ethyl 7-bromo-2,5-dimethoxyquinoline-3-carboxylate BrC1=CC(=C2C=C(C(=NC2=C1)OC)C(=O)OCC)OC